5,6,4'-trihydroxy-3'-methoxyflavone OC1=C2C(C=C(OC2=CC=C1O)C1=CC(=C(C=C1)O)OC)=O